4-(5-fluoroindolin-1-yl)-6-(1-(2-methoxyethyl)-1H-pyrazol-4-yl)pyrido[3,2-d]pyrimidine FC=1C=C2CCN(C2=CC1)C=1C2=C(N=CN1)C=CC(=N2)C=2C=NN(C2)CCOC